C1(CCCCC1)C1=CC=C(C=C1)NC1=CC=C(CNC(=O)[C@H]2NC(NC(C2)=O)=O)C=C1 (S)-N-(4-((4-cyclohexylphenyl)amino)benzyl)-2,6-dioxohexahydropyrimidine-4-carboxamide